ClC=1C=C(C=CC1Cl)NC(=O)NC1=C(C=CC(=C1)C(=O)N1CCC(CC1)C1=CC=C(C=C1)OC=1N=NC(=CC1)C(F)(F)F)N1CCN(CC1)CC 1-(3,4-dichlorophenyl)-3-(2-(4-ethylpiperazin-1-yl)-5-(4-(4-((6-(trifluoromethyl)pyridazin-3-yl)oxy)phenyl)piperidine-1-carbonyl)phenyl)urea